BrC1=C(C=CC(=C1)F)C(CBr)F 2-bromo-1-(2-bromo-1-fluoroethyl)-4-fluorobenzene